C(SCCCCC)OB(O)O 2-thia-heptylboric acid